C(CCC)OC(=O)OC(=O)[O-] butyldicarbonate